4-benzyl-7-bromo-1,2-diphenylnaphthalene C(C1=CC=CC=C1)C1=CC(=C(C2=CC(=CC=C12)Br)C1=CC=CC=C1)C1=CC=CC=C1